methyl N-methyl-1,2,5,6-tetrahydronicotinate CN1CC(C(=O)OC)=CCC1